NC1=NC=NN2C1=CC=C2[C@]2([C@@H]([C@@H]([C@H](O2)COP(=O)(OC2=CC=CC=C2)N[C@H](C(=O)OCC)C)O)F)C (2S)-ethyl 2-(((((2R,3R,4R,5S)-5-(4-aminopyrrolo[2,1-f][1,2,4]triazin-7-yl)-4-fluoro-3-hydroxy-5-methyltetrahydrofuran-2-yl)methoxy)(phenoxy)phosphoryl)amino)propanoate